(2S,3R,4R,5R)-2-(5-bromo-4-((2,4-dimethoxybenzyl)amino)-7H-pyrrolo[2,3-d]pyrimidin-7-yl)-5-(hydroxymethyl)tetrahydrofuran-3,4-diol BrC1=CN(C=2N=CN=C(C21)NCC2=C(C=C(C=C2)OC)OC)[C@H]2O[C@@H]([C@@H]([C@H]2O)O)CO